ClC=1C=CC=C2C=C(C=C(C12)C1=C(C=C2C(=NC(=NC2=C1F)OCC12CCCN2CCC1)N1CC(N(CC1)C(=O)O)CC#N)F)OCOC 4-(7-(8-chloro-3-(methoxymethoxy)naphthalen-1-yl)-6,8-difluoro-2-((tetrahydro-1H-pyrrolizine-7a(5H)-yl)methoxy)quinazolin-4-yl)-2-(cyanomethyl)piperazine-1-carboxylic acid